3-((1H-pyrazol-5-yl)methyl)-5-methyl-7-((6-methylpyridin-2-yl)methyl)-3,5-dihydro-4H-pyridazino[4,5-b]indol-4-one N1N=CC=C1CN1N=CC2=C(N(C=3C=C(C=CC23)CC2=NC(=CC=C2)C)C)C1=O